C(C1=CC=CC=C1)N1N=NC(=C1)CN(CC=1N=NN(C1)CC1=CC=CC=C1)CC=1N=NN(C1)CC1=CC=CC=C1 1-(1-benzyltriazol-4-yl)-N,N-bis[(1-benzyltriazol-4-yl)methyl]Methylamine